[2-[[3-(trimethoxysilyl)propyl]amino]ethyl]urea CO[Si](CCCNCCNC(=O)N)(OC)OC